ClC1=NC(=C(C=2N=CN=CC21)F)Cl 5,7-Dichloro-8-fluoro-pyrido[4,3-d]pyrimidine